1-(3-Aminopropyl)pyrrolidin NCCCN1CCCC1